3-amino-2,6-dibromo-4-nitrobenzonitrile NC=1C(=C(C#N)C(=CC1[N+](=O)[O-])Br)Br